C(CCCCCC)(=O)OCC(CO)O 2,3-dihydroxyprop-1-yl heptanoate